(2-(cyclobutylmethyl)-7H-pyrrolo[2,3-d]pyrimidin-5-yl)-3,4-dihydrobenzo[f][1,4]oxazepin-5(2H)-one C1(CCC1)CC=1N=CC2=C(N1)NC=C2C2OC1=C(C(NC2)=O)C=CC=C1